BrC1=C(C=CC(=C1)C)C1NC2=CC=CC=C2C(N1)=O 2-(2-bromo-4-methylphenyl)-2,3-dihydroquinazolin-4(1H)-one